C1(CC1)COC=1C=C(C=CC1OC)C(CN1C(=CC(C=C1)=O)C)=O 1-(2-(3-cyclopropylmethoxy-4-methoxyphenyl)-2-oxoethyl)-2-methylpyridin-4(1H)-one